NC1=NNC2=CC=C(C=C12)C1=CC(=NC=C1)NC(C1=CC=CC=C1)=O N-(4-(3-amino-1H-indazol-5-yl)pyridin-2-yl)benzamide